N1CCC(CC1)COC(NC1=CC(=C(C=C1)C1=CN=C(S1)C1=NC=C(C=C1OC)NC(=O)OC(C)C)S(NC(C)(C)C)(=O)=O)=O N-[3-(tert-butylsulfamoyl)-4-[2-[5-(isopropoxycarbonylamino)-3-methoxy-2-pyridinyl]thiazol-5-yl]phenyl]carbamic acid 4-piperidinylmethyl ester